C(C)(C)(C)OC(=O)N1CC(C1)(C=1C=NC(=CC1)CO)F.COC1=CC=C(\C=C/2\C(C3=CC=CN3C2)=O)C=C1 (E)-2-(4-methoxybenzylidene)-2,3-dihydropyrrolizine-1-one tert-Butyl-3-fluoro-3-(6-(hydroxymethyl)pyridin-3-yl)azetidine-1-carboxylate